[K].C1CCC2=C(C=3CCCC3C=C12)NC(=O)NS(=O)(=O)CCN1C(CC1)C N-((1,2,3,5,6,7-Hexahydro-s-indacen-4-yl)carbamoyl)-2-(2-methylazetidin-1-yl)ethane-1-sulfonamide, Potassium Salt